NC1=CC=C(C=C1)C1=CC(=CC(=N1)C=1OC=CC1)C1=CC(=C(C(=O)NCC=2C=C3C(N(C(C3=CC2)=O)C2C(NC(CC2)=O)=O)=O)C=C1)OC(F)(F)F 4-[6-(4-aminophenyl)-2-(furan-2-yl)pyridin-4-yl]-N-{[2-(2,6-dioxo-hexahydropyridin-3-yl)-1,3-dioxo-2,3-dihydro-1H-isoindol-5-yl]methyl}-2-[(trifluoromethyl)oxy]benzamide